O1CCC(CC1)C#N tetrahydropyran-4-carbonitrile